O=C1N(CC=2C3=C(C=CC12)C=CC(=C3)C3=NN(C=C3)C3=CC=CC=C3)CC(C(=O)N)=C 2-{[3-oxo-8-(1-phenyl-1H-pyrazol-3-yl)-1H,2H,3H-benzo[e]isoindol-2-yl]methyl}prop-2-enamide